3-(bromomethyl)-6-cyclopropyl-2-(4-cyclopropyl-2,6-dimethylphenyl)-2,5-dihydro-4H-pyrazolo[3,4-d]pyrimidin-4-one BrCC=1N(N=C2N=C(NC(C21)=O)C2CC2)C2=C(C=C(C=C2C)C2CC2)C